COC(C1=CC=C(C=C1)CNC(=O)C=1C=C(C=CC1OC1=CC=C(C=C1)F)C1=CC=CC=C1)=O 4-((4-(4-fluorophenoxy)-[1,1'-biphenyl]-3-carboxamido)methyl)benzoic acid methyl ester